2-{3-[(4-methoxy-2-methyl-1-oxo-2,3-dihydro-1H-isoindol-5-yl)amino]-1H-indazol-6-yl}spiro[cyclopropane-1,3'-indol] COC1=C2CN(C(C2=CC=C1NC1=NNC2=CC(=CC=C12)C1CC12C=NC1=CC=CC=C21)=O)C